ClC=1N=CC2=C(C1)CCC[C@]21N(C(OC1)=O)C1=NC=C(C=C1OC(F)F)C(F)(F)F (S)-3-chloro-3'-(3-(difluoromethoxy)-5-(trifluoromethyl)pyridin-2-yl)-6,7-dihydro-5H-spiro[isoquinoline-8,4'-oxazolidin]-2'-one